C(C)OC1=CC2=C(C(=NO2)NS(=O)(=O)C2=C(C=CC(=C2)CC)OC)C=C1 N-(6-Ethoxybenzo[d]isoxazol-3-yl)-5-ethyl-2-methoxybenzenesulfonamide